C1(CC1)S(=O)(=O)NC1=NC=CC(=N1)C(C(=O)NC1=NC=C(C=C1)C1=NC(=CN=C1)OCC)(C)C 2-(2-(cyclopropanesulfonylamino)pyrimidin-4-yl)-N-(5-(6-ethoxypyrazin-2-yl)pyridin-2-yl)-2-methylpropanamide